C1(CC1)C(=O)C1(N(CC2=CC=CC=C12)OC)O 3-(cyclopropanecarbonyl)-3-hydroxy-2-methoxyisoindole